9'-(9-bromo-2-cyclopropyl-8-oxo-8H-pyrido[1,2-a]pyrimidin-7-yl)-2'-methyl-4'H-spiro[cyclopropane-1,3'-pyrazino[1,2-b]indazole]-1'(2'H)-one BrC=1C(C(=CN2C1N=C(C=C2)C2CC2)C2=CC1=C3N(N=C1C=C2)CC2(N(C3=O)C)CC2)=O